N-(5-Chloropyrimidin-2-yl)Acetamide ClC=1C=NC(=NC1)NC(C)=O